2-cyclopropyl-5-(3-(difluoromethyl)imidazo[1,2-b]pyridazin-6-yl)-7H-pyrrolo[2,3-d]pyrimidine C1(CC1)C=1N=CC2=C(N1)NC=C2C=2C=CC=1N(N2)C(=CN1)C(F)F